CC1(OCC(CO1)N1CC2(CC1)CCN(CC2)C(=O)OC(C)(C)C)C tert-butyl 2-(2,2-dimethyl-1,3-dioxan-5-yl)-2,8-diazaspiro[4.5]decane-8-carboxylate